1,3-DIHYDRO-2H-INDOL N1CCC2=CC=CC=C12